2-Amino-9-((2R,3R,5S)-3-hydroxy-5-((S)-1-hydroxybut-3-yn-1-yl)tetrahydrofuran-2-yl)-7-(prop-2-yn-1-yl)-7,9-dihydro-1H-purine-6,8-dione NC=1NC(C=2N(C(N(C2N1)[C@@H]1O[C@@H](C[C@H]1O)[C@H](CC#C)O)=O)CC#C)=O